O=C1N(C(CC1)=O)CC1CCC(CC1)C(=O)O 4-((2,5-dioxopyrrolidin-1-yl)methyl)cyclohexanecarboxylic acid